tin potassium sulfate S(=O)(=O)([O-])[O-].[K+].[Sn+4]